tert-Butyl (S)-3-(2-((3-bromo-2-chlorophenyl)carbamoyl)-1-methyl-4,5,6,7-tetrahydro-1H-imidazo[4,5-c]pyridine-5-carbonyl)pyrrolidine-1-carboxylate BrC=1C(=C(C=CC1)NC(=O)C=1N(C2=C(CN(CC2)C(=O)[C@@H]2CN(CC2)C(=O)OC(C)(C)C)N1)C)Cl